CC(=CCO)CCC=C(C)C 3,7-dimethyloctane-2,6-dien-1-ol